1,2-Distearoyl-rac-glycerol tert-butyl-N-[cis-3-aminocyclopentyl]carbamate C(C)(C)(C)N(C(=O)OC[C@@H](COC(CCCCCCCCCCCCCCCCC)=O)OC(CCCCCCCCCCCCCCCCC)=O)[C@@H]1C[C@@H](CC1)N |&1:9|